tert-Butyl 4,5-difluoro-11-azatricyclo[6.2.1.02,7]undeca-2,4,6-triene-11-carboxylate FC=1C=C2C3CCC(C2=CC1F)N3C(=O)OC(C)(C)C